4-(4-azidomethylphenyl)morpholine N(=[N+]=[N-])CC1=CC=C(C=C1)N1CCOCC1